2-oxo-5-(4-(pyridazin-3-ylmethoxy)phenyl)-6-(trifluoromethyl)-1,2-dihydropyridine-3-carboxamide O=C1NC(=C(C=C1C(=O)N)C1=CC=C(C=C1)OCC=1N=NC=CC1)C(F)(F)F